6-(2,6-Dichloro-4-nitrophenoxy)-2-(pyridin-2-yl)-3,4-dihydroisoquinolin-1(2H)-one ClC1=C(OC=2C=C3CCN(C(C3=CC2)=O)C2=NC=CC=C2)C(=CC(=C1)[N+](=O)[O-])Cl